(4-((1H-imidazol-1-yl)-methyl)phenyl)boronic acid N1(C=NC=C1)CC1=CC=C(C=C1)B(O)O